C1(CCC1)N(C(=O)OCC1=C(C=NN1C)C1=CC=C(OC2CCCCC2)C=C1)C (1S,3S)-3-(4-(5-(((Cyclobutyl(methyl)carbamoyl)oxy)methyl)-1-methyl-1H-pyrazol-4-yl)phenoxy)cyclohexan